ClC1=CC=C(C[C@H]2CO[C@H](CN2C(=O)OC(C)(C)C)[C@@H](C)F)C=C1 (2R,5S)-tert-butyl 5-(4-chlorobenzyl)-2-((R)-1-fluoroethyl)morpholine-4-carboxylate